(6-(3-methoxy-4-methylphenyl)-2-azaspiro[3.4]octan-2-yl)methanone COC=1C=C(C=CC1C)C1CC2(CN(C2)C=O)CC1